NC1=NC=CC(=C1Cl)SC=1C=2N(C(=NC1)N1CCC3(CC1)[C@@H](C1=C(C=NC=C1)C3)N)C=NN2 (S)-1'-(8-((2-amino-3-chloropyridin-4-yl)thio)-[1,2,4]triazolo[4,3-c]pyrimidin-5-yl)-5,7-dihydrospiro[cyclopenta[c]pyridine-6,4'-piperidine]-5-amine